BrCCCCCCC(CC)OCOCOC(CC)CCCCCCBr 9-bromo-3-nonyloxymethyl ether